C(C)N1C(NC2=C(C1=O)NC(=C2)C(=O)N2CCN(CC2)C=2C=CC(=NC2)C(=O)NC)=O 5-(4-(3-ethyl-2,4-dioxo-2,3,4,5-tetrahydro-1H-pyrrolo[3,2-d]pyrimidine-6-carbonyl)piperazin-1-yl)-N-methylpicolinamide